C(C1=CC=CC=C1)C1CN=C(N1)SCC1N(CCC1)C 5-benzyl-2-(((1-methylpyrrolidin-2-yl)methyl)thio)-4,5-dihydro-1H-imidazole